N-[(2S,3R)-1,3-dihydroxyoctadecan-2-yl]2-bromoacetamide OC[C@@H]([C@@H](CCCCCCCCCCCCCCC)O)NC(CBr)=O